Cl.C(C1=CC=CC=C1)(C1=CC=CC=C1)N1CCN(CC1)C 1-benzhydryl-4-methylpiperazine hydrochloride